OP(O)(=O)OP(=O)(O)O.N1=C(N)N=C(N)N=C1N MELAMINE PYROPHOSPHATE